C(C)(C)C1=NN=NN1C1=CC=CC(=N1)NC(OCC1=CC=CC=C1)=O benzyl (6-(5-isopropyl-1H-tetrazol-1-yl)pyridin-2-yl)carbamate